4,7-Diundecyl-1,10-phenanthroline C(CCCCCCCCCC)C1=CC=NC2=C3N=CC=C(C3=CC=C12)CCCCCCCCCCC